N,N'-(1,2-phenylene)bis(2-iodoacetamide) C1(=C(C=CC=C1)NC(CI)=O)NC(CI)=O